10-(2-(2,6-dioxopiperidin-3-yl)-1-oxoisoindolin-4-yl)decanal O=C1NC(CCC1N1C(C2=CC=CC(=C2C1)CCCCCCCCCC=O)=O)=O